OCC(CO)(CO)NCCS(=O)(=O)O 2-[[1,3-dihydroxy-2-(hydroxymethyl)prop-2-yl]amino]ethanesulfonic acid